BrC1=NC=CC=C1C(C1=NN(C(=C1)C#N)C)OCOC 3-((2-bromopyridin-3-yl)(methoxymethoxy)methyl)-1-methyl-1H-pyrazole-5-carbonitrile